1,2-ethylene dibromide C(CBr)Br